3-chloro-7-((2S,4R)-2-(1-cyclopropyl-1H-pyrazol-4-yl)tetrahydro-2H-pyran-4-yl)-9-(2,4-difluorophenyl)-2-methyl-4H-pyrazino[1,2-a]pyrimidin-4-one ClC1=C(N=C2N(C1=O)C=C(N=C2C2=C(C=C(C=C2)F)F)[C@H]2C[C@H](OCC2)C=2C=NN(C2)C2CC2)C